C1(CCC1)CNCC=1NC2=CC(=CC=C2C1)CN1N=NC(=C1)C1=C2C=NNC2=CC(=C1)C 1-cyclobutyl-N-((6-((4-(6-methyl-1H-indazol-4-yl)-1H-1,2,3-triazol-1-yl)methyl)-1H-indole-2-yl)methyl)methylamine